3-(6-(4-((1-(4-((1R,2S)-4,4-difluoro-6-hydroxy-2-phenyl-1,2,3,4-tetrahydronaphthalen-1-yl)phenyl)piperidin-4-yl)methyl)piperazin-1-yl)-1-methyl-1H-indazol-3-yl)piperidine-2,6-dione FC1(C[C@@H]([C@@H](C2=CC=C(C=C12)O)C1=CC=C(C=C1)N1CCC(CC1)CN1CCN(CC1)C1=CC=C2C(=NN(C2=C1)C)C1C(NC(CC1)=O)=O)C1=CC=CC=C1)F